(S)-4-oxo-3-(((1-phenyl-1H-pyrazol-4-yl)methyl)amino)-4,6,7,8-tetrahydropyrrolo[1,2-a]pyrazine-6-carboxylic acid O=C1C(=NC=C2N1[C@@H](CC2)C(=O)O)NCC=2C=NN(C2)C2=CC=CC=C2